Methyl (2-((S)-1-(2,3-difluorobenzyl)-5-oxopyrrolidin-2-yl)acetyl)-L-valyl-L-glutaminate FC1=C(CN2[C@@H](CCC2=O)CC(=O)N[C@@H](C(C)C)C(=O)N[C@@H](CCC(N)=O)C(=O)OC)C=CC=C1F